FC(F)=C1C(=CC=CC1)C1=CC=CC=C1 difluoromethylene-biphenyl